C(CCC)[Zn]CCCCCCCC.[Zn] zinc butyl-octyl-zinc salt